[Cl-].CC=1C=C(OPCCC(C)C)C=CC1 dl-m-methylphenoxyisopentylphosphine chloride